N1=CC=CC=2C=C(NCC12)C(=O)O 7,8-dihydro-1,7-naphthyridine-6-carboxylic acid